[2-(acryloyloxy)-ethyl]trimethyl-ammonium C(C=C)(=O)OCC[N+](C)(C)C